(1-(6-chloropyridazin-3-yl)piperidin-3-yl)carbamic acid tert-butyl ester C(C)(C)(C)OC(NC1CN(CCC1)C=1N=NC(=CC1)Cl)=O